3-ethyl-6-(hydroxymethyl)thieno[3,2-d]pyrimidine-2,4(1H,3H)-dione C(C)N1C(NC2=C(C1=O)SC(=C2)CO)=O